5-(2-bromobutyryl)-8-hydroxyquinolone BrC(C(=O)C1=C2C=CC(NC2=C(C=C1)O)=O)CC